4-{3-(cyanomethyl)-3-[4-(7H-pyrrolo[2,3-d]pyrimidin-4-yl)-1H-pyrazol-1-yl]azetidin-1-yl}-N-(2-methylpyridin-3-yl)piperidine-1-carboxamide C(#N)CC1(CN(C1)C1CCN(CC1)C(=O)NC=1C(=NC=CC1)C)N1N=CC(=C1)C=1C2=C(N=CN1)NC=C2